ClC1=C(COC2CCCCC2)C=CC=C1 trans-4-[(2-chlorobenzyl)oxy]cyclohexane